N-(3-((2-((2-(difluoromethyl)-4-(4-methylpiperazin-1-yl)phenyl)amino)-5-(trifluoromethyl)pyrimidin-4-yl)amino)propyl)cyclobutanecarboxamide FC(C1=C(C=CC(=C1)N1CCN(CC1)C)NC1=NC=C(C(=N1)NCCCNC(=O)C1CCC1)C(F)(F)F)F